ClC=1C=NNC1C(C)C 4-chloro-5-isopropyl-pyrazole